2-chloro-5-(3,5-dimethyl-2,6-dioxo-4-thioxo-1,3,5-triazin-1-yl)-4-fluoro-N-propylbenzamide ClC1=C(C(=O)NCCC)C=C(C(=C1)F)N1C(N(C(N(C1=O)C)=S)C)=O